BrC1=CC=C2C(=NC(=NC2=C1)N)N[C@H](COC)C (S)-7-bromo-N4-(1-methoxypropan-2-yl)quinazoline-2,4-diamine